O=C1NC(CCC1N1C(C2=CC=C(C=C2C1=O)OCC#C)=O)=O 2-(2,6-dioxopiperidin-3-yl)-5-(prop-2-yn-1-yloxy)isoindoline-1,3-dione